C1(CCCC1)C=1N=C(C(=NC1)C(=O)NC(C)C=CS(=O)(=O)C)OC1=CC=CC=C1 5-cyclopentyl-N-(4-(methylsulfonyl)but-3-en-2-yl)-3-phenoxypyrazine-2-carboxamide